[N+](=O)([O-])C=1C=C(C=CC1)NC(NC1=CC=CC=C1)=O 3-(3-nitrophenyl)-1-phenylurea